COC(=O)C1=C(C(=C(C(=C1F)F)C1=CC=C(C=C1)OCCCCC)F)F 2,3,5,6-tetrafluoro-4'-(pentyloxy)-[1,1'-biphenyl]-4-carboxylic acid methyl ester